2-{3,4-bis(mercaptomethylthio)-6-mercapto-2,5-dithiahexylthio}mercaptomethylthiomethyl-1,3-dithiolane SCSC(SCSSCSCC1SCCS1)C(SCS)SCS